[I-].C(N)(=O)C(CC1CC2CCC(C1)[N+]2(C)C)(C2=CC=CC=C2)C2=CC=CC=C2 (endo)-3-(2-carbamoyl-2,2-diphenyl-ethyl)-8,8-dimethyl-8-azoniabicyclo[3.2.1]octane iodide